Cl.Cl.N1CC(OCC1)C1=C(C=CC=C1)C1(C(=O)N)CC=NC=C1 4-((morpholin-2-yl)phenyl)isonicotinamide dihydrochloride